C(#N)C=1C=CC(=C(C1)C1=C(C=NC(=C1)C)C(=O)NC=1SC=2C(=NC=C(N2)[C@H]2COCC2)N1)OC |o1:26| 4-(5-cyano-2-methoxyphenyl)-6-methyl-N-{6-[(3S or R)-oxolan-3-yl]-[1,3]thiazolo[4,5-b]pyrazin-2-yl}pyridine-3-carboxamide